Cl[Os] chloroosmium